1-difluoromethyl-3-methylimidazolium methionate S(=O)(=O)([O-])CS(=O)(=O)[O-].FC(N1C=[N+](C=C1)C)F.FC(F)N1C=[N+](C=C1)C